FC(OC1=C(C=C(C(=O)NCC2=C(C=CC3=C2N(C=N3)C)C)C=C1F)F)F 4-(difluoromethoxy)-N-((1,6-dimethyl-1H-benzimidazol-7-yl)methyl)-3,5-difluorobenzamide